C1CCN(C1)C(=O)O PyrrolidineCarboxylic Acid